C([C@@H]1[C@H]([C@@H](C(O1)(COP(=O)(O)O)O)O)O)S(=O)(=O)O The molecule is a carbohydrate sulfonate that is D-fructofuranose-1-phosphate in which the hydroxy group at at position 6 is replaced by a sulfo group. It has a role as a metabolite. It is a carbohydrate sulfonate and a carbohydrate phosphate. It derives from a D-fructofuranose. It is a conjugate acid of a 6-deoxy-6-sulfo-D-fructofuranose 1-phosphate(3-).